C(#N)C=1C=C(C=CC1)C=1N=C(SC1C1=CC(=NC(=C1)C)C)NC(=O)N1CC2N(CC1)C(CNC2=O)=O N-[4-(3-Cyanophenyl)-5-(2,6-dimethyl-4-pyridyl)thiazol-2-yl]-6,9-dioxo-1,3,4,7,8,9a-hexahydropyrazino[1,2-a]pyrazin-2-carboxamid